C=12C=3OC=CC3C=CN2N=CC1C=O 3-oxa-9,10-diazatricyclo[7.3.0.02,6]dodeca-1(12),2(6),4,7,10-pentaene-12-carbaldehyde